CN1CC2=C(C=3C=CN=C(C13)NC(=O)C1CC1)N=CC=N2 N-(6-methyl-5,6-dihydropyrazino[2,3-c][1,7]naphthyridin-7-yl)cyclopropanecarboxamide